3-acetyl-6-chloro-4-hydroxy-1H-quinolin-2-one C(C)(=O)C=1C(NC2=CC=C(C=C2C1O)Cl)=O